C(CCCCCCCCCCCCCCC)(=O)O hexdecanoic acid